The molecule is a C80 alpha-mycolate having a C54 meromycolic chain with two cis cyclopropyl functions and a saturated C26 alpha-branch. It is produced by Mycobacterium tuberculosis H37Ra. It has a role as a bacterial metabolite. It is an an alpha-mycolate and a hydroxy fatty acid anion. It is a conjugate base of a (2R)-2-[(1R)-1-hydroxy-14-{2-[14-(2-icosylcyclopropyl)tetradecyl]cyclopropyl}tetradecyl]hexacosanoic acid. CCCCCCCCCCCCCCCCCCCCCCCC[C@H]([C@@H](CCCCCCCCCCCCCC1CC1CCCCCCCCCCCCCCC2CC2CCCCCCCCCCCCCCCCCCCC)O)C(=O)[O-]